CC1=C(C(=O)NC2=CC=C(C3=CC=CC=C23)S(=O)(=O)NC2CCC23CCN(CC3)C(=O)OC(C)(C)C)C=CC=C1 tert-butyl 1-(4-(2-methylbenzamido) naphthalene-1-sulfonamido)-7-azaspiro[3.5]nonane-7-carboxylate